tert-butyl (14-isocyanato-3,6,9,12-tetraoxatetradecyl)carbamate N(=C=O)CCOCCOCCOCCOCCNC(OC(C)(C)C)=O